n-propyl 5,5-diphenyl-2-isoxazoline-3-carboxylate C1(=CC=CC=C1)C1(CC(=NO1)C(=O)OCCC)C1=CC=CC=C1